FC(C(C(I)(F)F)F)(F)F 1,1,1,2,3,3-hexafluoro-3-Iodopropane